N-{4-[(trans-4-{2,5-dioxo-3-[5-(trifluoromethyl)-3-pyridinyl]-1-imidazolidinyl}cyclohexyl)oxy]-7-quinazolinyl}methanesulfonamide O=C1N(C(CN1C=1C=NC=C(C1)C(F)(F)F)=O)[C@@H]1CC[C@H](CC1)OC1=NC=NC2=CC(=CC=C12)NS(=O)(=O)C